2,3,4-trimethyl-2-pentene CC(C)=C(C(C)C)C